5-fluoro-6-chloro-N,N-dimethylpyrimidin-4-amine FC=1C(=NC=NC1Cl)N(C)C